1-(2-{[(2r,7as)-2-fluoro-hexahydro-1H-pyrrolizin-7a-yl]methoxy}-4-[(1s,6r)-3,9-diazabicyclo[4.2.1]non-3-yl]-8-fluoroquinazolin-7-yl)-8-fluoroisoquinolin-3-amine F[C@@H]1C[C@@]2(CCCN2C1)COC1=NC2=C(C(=CC=C2C(=N1)N1C[C@@H]2CC[C@H](CC1)N2)C2=NC(=CC1=CC=CC(=C21)F)N)F